FC1=C(NCC=2C=NC(=CC2Cl)Cl)C(=C(C=C1OC)OC)F 2,6-difluoro-N-((4,6-dichloropyridin-3-yl)methyl)-3,5-dimethoxyaniline